[Ca].[K] potassium compound with calcium